3-[(4R)-4-[5-[5-[(6,7-difluoro-4-methylsulfonyl-1H-indol-5-yl)oxy]-2-fluoro-phenyl]-1-methyl-1,2,4-triazol-3-yl]-4-methyl-chroman-8-yl]propanoic acid FC1=C(C(=C2C=CNC2=C1F)S(=O)(=O)C)OC=1C=CC(=C(C1)C1=NC(=NN1C)[C@@]1(CCOC2=C(C=CC=C12)CCC(=O)O)C)F